FC(C1=CC2=C(SC(=C2)C(N[C@H]2CCCC[C@@H]3N(C2=O)[C@@H](CC3)C(=O)N3CC(C3)NS(=O)(=O)C)=O)C=C1)(F)P(O)(O)=O (difluoro(2-(((3S,6S,10aS)-3-(3-(methylsulfonamido)azetidine-1-carbonyl)-5-oxodecahydropyrrolo[1,2-a]azocin-6-yl)carbamoyl)benzo[b]thiophen-5-yl)methyl)phosphonic acid